N-(2-(2,3-Dihydrobenzo[b][1,4]dioxine-6-carboxamido)-5-methylpyridin-4-yl)-2-methylquinoline-6-carboxamide O1C2=C(OCC1)C=C(C=C2)C(=O)NC2=NC=C(C(=C2)NC(=O)C=2C=C1C=CC(=NC1=CC2)C)C